BrC1=C(C=CC=C1)[C@H](CCC1OCCCO1)NS(=O)C(C)(C)C N-((S)-1-(2-bromophenyl)-3-(1,3-dioxane-2-yl)propyl)-2-methylpropane-2-sulfinamide